Ethyl 2-(4-hydroxyphenoxy)-2-methylpropanoate OC1=CC=C(OC(C(=O)OCC)(C)C)C=C1